7-Methoxy-3-methyl-8-(1-methyl-1H-pyrazol-4-yl)-1-quinolin-2-yl-1,3-dihydro-imidazo[4,5-c]quinolin-2-one COC=1C(=CC=2C3=C(C=NC2C1)N(C(N3C3=NC1=CC=CC=C1C=C3)=O)C)C=3C=NN(C3)C